C(C)(=O)ONC(=N)C1=C(C=CC(=C1)OC=1C(=C2C=CN(C2=CC1F)S(=O)(=O)C1=CC=C(C=C1)C)S(=O)(=O)C)F [[2-fluoro-5-[6-fluoro-4-methylsulfonyl-1-(p-tolylsulfonyl)indol-5-yl]oxy-benzenecarboximidoyl]amino] acetate